methyl 6-chloro-3-fluoro-5-(2-pyridylamino)pyrazine-2-carboxylate ClC1=C(N=C(C(=N1)C(=O)OC)F)NC1=NC=CC=C1